N1N=C(C=CC=C1)C(=O)[O-] diazepinecarboxylate